Ethyl 5-(((1R)-1-(2-(azidomethyl)-5-chloro-2-methyl-2,3-dihydrobenzofuran-7-yl)ethyl)amino)pyrazolo[1,5-a]pyrimidine-3-carboxylate N(=[N+]=[N-])CC1(OC2=C(C1)C=C(C=C2[C@@H](C)NC2=NC=1N(C=C2)N=CC1C(=O)OCC)Cl)C